N-(5-((1-(cyanomethyl)-1H-pyrazol-4-yl)ethynyl)-1,3,4-thiadiazol-2-yl)-3-(5-fluoro-2-methoxyphenyl)isonicotinamide C(#N)CN1N=CC(=C1)C#CC1=NN=C(S1)NC(C1=C(C=NC=C1)C1=C(C=CC(=C1)F)OC)=O